(2R,3R,4R,5S)-3,4,5-tris(benzyloxy)-2-methyl-1-(4-((tetrahydrofuran-3-yl)methoxy)phenethyl)piperidine C(C1=CC=CC=C1)O[C@@H]1[C@H](N(C[C@@H]([C@H]1OCC1=CC=CC=C1)OCC1=CC=CC=C1)CCC1=CC=C(C=C1)OCC1COCC1)C